2-({1-[(2-ethoxynaphthalen-1-yl)methyl]naphthalen-2-yl}oxy)ethan-1-amine C(C)OC1=C(C2=CC=CC=C2C=C1)CC1=C(C=CC2=CC=CC=C12)OCCN